[Pt].C12C=CC(CC1)C2.C21C=CC(CC2)C1.C12C=CC(CC1)C2 tris(norbornene) platinum (0)